tert-butyl 3-[2-[tert-butyl(dimethyl)silyl]oxyethyl]-4-[3-[[4-chloro-6-(2,6-dimethylphenyl)pyrimidin-2-yl] sulfamoyl] benzoyl]-6-hydroxy-1,4-diazepane-1-carboxylate [Si](C)(C)(C(C)(C)C)OCCC1CN(CC(CN1C(C1=CC(=CC=C1)S(NC1=NC(=CC(=N1)Cl)C1=C(C=CC=C1C)C)(=O)=O)=O)O)C(=O)OC(C)(C)C